α-(methoxyimino)-N-methyl-2-[[[1-[3-(trifluoromethyl)phenyl]-ethoxy]imino]methyl]benzeneacetamide CON=C(C(=O)NC)C1=C(C=CC=C1)C=NOC(C)C1=CC(=CC=C1)C(F)(F)F